BrC(CCCC(OCCCCCCCCC)OC(CCCC(C)Br)OCCCCCCCCC)C 4-bromopentylnonyloxymethyl ether